C(C)(C)(C)OC(=O)N1CCOC2(CCC2)C1 5-oxa-8-azaspiro[3.5]nonane-8-carboxylic acid tert-butyl ester